Cl.N[C@H](C(=O)OC)CC1=CC=C(C=2N1C=CN2)C2=NC(=CC=C2C(F)(F)F)N methyl (S)-2-amino-3-(8-(6-amino-3-(trifluoromethyl)pyridin-2-yl)imidazo[1,2-a]pyridin-5-yl)propanoate hydrochloride